(6S)-4,5,6,7-tetrahydro-1,3-benzothiazole-2,6-diamine S1C(=NC2=C1C[C@H](CC2)N)N